7-[4-(4-{[1-({1-[2-(2,6-Dioxopiperidin-3-yl)-1-oxo-2,3-dihydro-1H-isoindol-5-yl]piperidin-4-yl}methyl)piperidin-4-yl]oxy}phenyl)piperidin-1-yl]-4-fluoro-1H-indole-3-carbonitrile O=C1NC(CCC1N1C(C2=CC=C(C=C2C1)N1CCC(CC1)CN1CCC(CC1)OC1=CC=C(C=C1)C1CCN(CC1)C=1C=CC(=C2C(=CNC12)C#N)F)=O)=O